(((7-(5-(chlorodifluoromethyl)-1,2,4-oxadiazol-3-yl)imidazo[1,2-a]pyridin-2-yl)methyl)imino)(methyl)(thiazol-4-ylmethyl)-λ6-sulfanone ClC(C1=NC(=NO1)C1=CC=2N(C=C1)C=C(N2)CN=S(=O)(CC=2N=CSC2)C)(F)F